p-styrenesulfonate potassium salt [K+].C=CC1=CC=C(C=C1)S(=O)(=O)[O-]